BrCC=1C=CC(=C(C1)C(C)=O)[N+](=O)[O-] 1-(5-(bromomethyl)-2-nitrophenyl)ethan-1-one